4-((5-fluoropyridin-2-yl)thio)-6-(5-methyl-1-((1s,4s)-4-methyl-4-(methylamino)cyclohexyl)-1H-pyrazol-4-yl)pyrazolo[1,5-a]pyridine-3-carbonitrile FC=1C=CC(=NC1)SC=1C=2N(C=C(C1)C=1C=NN(C1C)C1CCC(CC1)(NC)C)N=CC2C#N